FC=1C=CC=C2C=C(C(NC12)=O)NC1=NC(=NC=C1)NC=1C=NC(=C(C1)OC)N1CCN(CC1)C1COC1 8-fluoro-3-(2-{5-methoxy-6-[4-(3-oxetanyl)-1-piperazinyl]-3-pyridylamino}-4-pyrimidinylamino)-1,2-dihydro-2-quinolinone